Z-butyldimethylsilyl chloride C(CCC)[Si](C)(C)Cl